(R)-(2-((1-ethyl-1H-pyrazol-4-yl)amino)-5-phenyl-4-(piperidin-3-ylamino)-7H-pyrrolo[2,3-d]pyrimidin-7-yl)methanol C(C)N1N=CC(=C1)NC=1N=C(C2=C(N1)N(C=C2C2=CC=CC=C2)CO)N[C@H]2CNCCC2